(S)-2-[5-(ethylsulfonimidoyl)-6-[3-methyl-6-(trifluoromethyl)imidazo[4,5-b]pyridin-2-yl]-3-pyridyl]-2-methyl-propanenitrile C(C)[S@@](=O)(=N)C=1C=C(C=NC1C1=NC=2C(=NC=C(C2)C(F)(F)F)N1C)C(C#N)(C)C